2-methyl-2-(5-methyl-2,4-dioxo-6-(2H-1,2,3-triazol-2-yl)-1,4-dihydrothieno[2,3-d]Pyrimidin-3(2H)-yl)propionic acid tert-butyl ester C(C)(C)(C)OC(C(C)(N1C(NC2=C(C1=O)C(=C(S2)N2N=CC=N2)C)=O)C)=O